C(OCC1=CC=C(C=C1)NC([C@H](CCCCNC(C1=CC=C(C=C1)C)(C1=CC=CC=C1)C1=CC=CC=C1)NC([C@H](CC1=CC=CC=C1)NC(CCCCCCN=[N+]=[N-])=O)=O)=O)(OC1=CC=C(C=C1)[N+](=O)[O-])=O 4-((S)-2-((S)-2-(7-azidoheptanamido)-3-phenylpropanamido)-6-((diphenyl(p-tolyl)methyl)amino)hexanamido)benzyl (4-nitrophenyl) carbonate